BrC=1C(=C(C(=NC1)/N=C/N(C)C)I)C (E)-N'-(5-bromo-3-iodo-4-methylpyridin-2-yl)-N,N-dimethyl-formimidamide